C1(CC1)C([C@@H](C(=O)NC=1C=NN(C1)C(CO)C=1C(NC=C(C1)F)=O)NC(=O)C1=NON=C1C)C1CC1 N-[(1S)-1-(dicyclopropylmethyl)-2-[[1-[1-(5-fluoro-2-oxo-1H-pyridin-3-yl)-2-hydroxy-ethyl]pyrazol-4-yl]amino]-2-oxo-ethyl]-4-methyl-1,2,5-oxadiazole-3-carboxamide